COC=1C=C2CN(CC2=CC1)C1=NC=CC(=N1)C 5-methoxy-2-(4-methylpyrimidin-2-yl)isoindoline